5-(4-(Hexyloxy)-1,2,5-thiadiazol-3-yl)-1-methyl-1-(1-((3-methylbutanoyl)oxy)dodecyl)-1,2,3,6-tetrahydropyridin-1-ium iodide [I-].C(CCCCC)OC=1C(=NSN1)C1=CCC[N+](C1)(C(CCCCCCCCCCC)OC(CC(C)C)=O)C